ClC1=CC=C(C[C@H]2CO[C@H](CN2C2CCC(CC2)C=2OC(=CN2)C)C=2N=NN(C2)CC(F)(F)F)C=C1 (2R,5S)-5-(4-Chlorobenzyl)-4-(4-(5-methyloxazol-2-yl)cyclohexyl)-2-(1-(2,2,2-trifluoroethyl)-1H-1,2,3-triazol-4-yl)morpholin